C(CCC\C=C/C\C=C/C\C=C/C\C=C/C\C=C/CC)(=O)O (5Z,8Z,11Z,14Z,17Z)-icosa-5,8,11,14,17-pentaenoic acid